FC1=C(N)C=CC(=C1)C=1C=NN(C1)C 2-fluoro-4-(1-methylpyrazol-4-yl)aniline